1-(4-methoxybenzyl)-3-methyl-1H-pyrazol-5-amine COC1=CC=C(CN2N=C(C=C2N)C)C=C1